[S].[Sn]=O tin oxide sulfur